O(C1=CC=CC=C1)C1=CC=C(C=C1)C1CCN(CC1)C(=O)N1C[C@@H]2[C@@H](OCC(N2)=O)CC1 (4aR,8aS)-6-[4-(4-Phenoxyphenyl)piperidine-1-carbonyl]-4,4a,5,7,8,8a-hexahydropyrido[4,3-b][1,4]oxazin-3-one